N6-(3-(4-(((2R,3S,4S)-3-Acetoxy-4-hydroxypyrrolidin-2-yl)methyl)phenoxy)propyl)-L-lysine hydrochloride Cl.C(C)(=O)O[C@H]1[C@H](NC[C@@H]1O)CC1=CC=C(OCCCNCCCC[C@H](N)C(=O)O)C=C1